CN1C(C=C(CC1)B1OC(C(O1)(C)C)(C)C)=O 1-Methyl-4-(4,4,5,5-tetramethyl-1,3,2-dioxaborolan-2-yl)-1,2,5,6-tetrahydropyridin-2-one